N=CC(CCC)=O iminopentanone